[[4-amino-5-[4-(difluoromethoxy)benzoyl]thiazol-2-yl]-[6-(trifluoromethoxy)-3-pyridyl]amino]propanamide NC=1N=C(SC1C(C1=CC=C(C=C1)OC(F)F)=O)N(C=1C=NC(=CC1)OC(F)(F)F)C(C(=O)N)C